FC=1C=C(C=CC1C=1N=C2SC3=C(N2C1)C=C(C=C3)OC)C3N(CCC3)C(=O)OC(C)(C)C tert-butyl 2-(3-fluoro-4-(6-methoxybenzo[d]imidazo[2,1-b]thiazol-2-yl)phenyl)pyrrolidine-1-carboxylate